(2,2,2-trifluoroethyl)nicotinamide FC(CC1=C(C(=O)N)C=CC=N1)(F)F